ClC1=CC=C2N=C(C(NC2=C1)=O)C(F)F 7-chloro-3-difluoromethylquinoxalinone